BrC=1C=C(C=C(C1O)Br)C#N 3,5-dibromo-4-hydroxybenzenenitrile